Cl.CC1(OCC[C@@H](C1)C1=CC=C(C=C1)NN)C (S)-(4-(2,2-dimethyltetrahydro-2H-pyran-4-yl)phenyl)hydrazine hydrochloride